ON1C(C=CC=C1OCCCCCCCC)=O 1-hydroxy-6-(octyloxy)-2(1H)-pyridone